allyl N-[2-[[2-[[(1S)-1-benzyl-2-[[2-[3-[3-(dimethylamino)propylcarbamoyl]-4-(hydroxymethyl) anilino]-2-oxo-ethyl]amino]-2-oxo-ethyl]amino]-2-oxo-ethyl]amino]-2-oxo-ethyl]carbamate C(C1=CC=CC=C1)[C@@H](C(=O)NCC(=O)NC1=CC(=C(C=C1)CO)C(NCCCN(C)C)=O)NC(CNC(CNC(OCC=C)=O)=O)=O